2-(1-piperidinyl)-3-pyrimidin-2-yl-2H-furan-5-one N1(CCCCC1)C1OC(C=C1C1=NC=CC=N1)=O